CP(OC=1SC=CC1O)([O-])=O (hydroxy thiophenyl) methylphosphonate